FC1=C(OC2CN(C2)C2=NC=NC3=C2SC=2N=NC(=C(C23)C)C)C=CC=C1 8-(3-(2-fluorophenoxy)azetidin-1-yl)-3,4-dimethylpyrimido[4',5':4,5]thieno[2,3-c]pyridazine